3-(5-(4-((4-(2-hydroxypropan-2-yl)piperidin-1-yl)methyl)-3-methylpyridin-2-yl)-1-oxoisoindolin-2-yl)piperidine-2,6-dione OC(C)(C)C1CCN(CC1)CC1=C(C(=NC=C1)C=1C=C2CN(C(C2=CC1)=O)C1C(NC(CC1)=O)=O)C